methyl 3-chlorocyclobutane-carboxylate ClC1CC(C1)C(=O)OC